(S)-2-methoxy-2-phenylacetic acid CO[C@H](C(=O)O)C1=CC=CC=C1